CC1=C(C=CC=C1C1=NN=C(O1)C1=CC=C(CNCC(=O)O)C=C1)C1=CC=CC=C1 (4-(5-(2-methyl-[1,1'-biphenyl]-3-yl)-1,3,4-oxadiazol-2-yl)benzyl)glycine